OC1=C(C(/C=C/C2=CC=C(C=C2)OC)=O)C=CC(=C1)Br 2'-Hydroxy-4-methoxy-4'-Bromochalcone